COC(=O)N1CC(C1)C1=NOC(=N1)C1=CC(=C(C(=C1)F)C)N 3-(5-(3-amino-5-fluoro-4-methylphenyl)-1,2,4-oxadiazol-3-yl)azetidine-1-carboxylic acid methyl ester